NCC1=CC(=CO1)C(=O)N 5-(aminomethyl)furan-3-carboxamide